1-(6-(methoxymethyl)-1-methyl-1H-indol-4-yl)dihydropyrimidine-2,4(1H,3H)-dione COCC1=CC(=C2C=CN(C2=C1)C)N1C(NC(CC1)=O)=O